(S)-2-amino-N-(3-chloro-2-fluorophenylmethyl)-3-(thiophen-2-yl)propionamide N[C@H](C(=O)NCC1=C(C(=CC=C1)Cl)F)CC=1SC=CC1